(R or S)-2-(6-(1-(2-fluoro-5-(trifluoromethoxy)benzyl)-1H-1,2,3-triazol-4-yl)pyridin-2-yl)-2-hydroxypropane-1-sulfonamide FC1=C(CN2N=NC(=C2)C2=CC=CC(=N2)[C@@](CS(=O)(=O)N)(C)O)C=C(C=C1)OC(F)(F)F |o1:15|